The molecule is a polyprenyl phospho polysaccharide that consists of the polysaccharide 3-O-methylphospho-alpha-D-Man-(1->2)-alpha-D-Man-(1->2)-[alpha-D-Man-(1->3)-alpha-D-Man-(1->3)-alpha-D-Man-(1->2)-alpha-D-Man-(1->2)]n-alpha-D-Man-(1->3)-alpha-D-Man-(1->3)-alpha-D-Man-(1->3)-alpha-D-GlcNAc linked via a diphospho group to ditrans,octacis-undecaprenol. It is a conjugate acid of a 3-O-methylphospho-alpha-D-Man-(1->2)-alpha-D-Man-(1->2)-[alpha-D-Man-(1->3)-alpha-D-Man-(1->3)-alpha-D-Man-(1->2)-alpha-D-Man-(1->2)]n-alpha-D-Man-(1->3)-alpha-D-Man-(1->3)-alpha-D-Man-(1->3)-alpha-D-GlcNAc-ditrans,octacis-undecaprenol(3-). CC(=CCC/C(=C/CC/C(=C/CC/C(=C\\CC/C(=C\\CC/C(=C\\CC/C(=C\\CC/C(=C\\CC/C(=C\\CC/C(=C\\CC/C(=C\\COP(=O)(O)OP(=O)(O)O[C@@H]1[C@@H]([C@H]([C@@H]([C@H](O1)CO)O)O[C@@H]2[C@H]([C@H]([C@@H]([C@H](O2)CO)O)O[C@@H]3[C@H]([C@H]([C@@H]([C@H](O3)CO)O)O[C@@H]4[C@H]([C@H]([C@@H]([C@H](O4)CO)O)O[C@@H]5[C@H]([C@H]([C@@H]([C@H](O5)CO)O)O)O[C@@H]6[C@H]([C@H]([C@@H]([C@H](O6)CO)O)O)O[C@@H]7[C@H]([C@H]([C@@H]([C@H](O7)CO)O)O)O[C@@H]8[C@H]([C@H]([C@@H]([C@H](O8)CO)O)O[C@@H]9[C@H]([C@H]([C@@H]([C@H](O9)CO)O)O)O[C@@H]1[C@H]([C@H]([C@@H]([C@H](O1)CO)O)O)O[C@@H]1[C@H]([C@H]([C@@H]([C@H](O1)CO)O)O)OP(=O)(O)OC)O)O)O)O)NC(=O)C)/C)/C)/C)/C)/C)/C)/C)/C)/C)/C)C